6-(4-(3-(methyl-sulfonyl)benzyl)piperazin-1-yl)pyridin CS(=O)(=O)C=1C=C(CN2CCN(CC2)C2=CC=CC=N2)C=CC1